FC=1C=C2NC(C=3N(C2=C(C1)C(F)(F)F)C(=NN3)C)(C)C 7-fluoro-1,4,4-trimethyl-9-(trifluoromethyl)-5H-[1,2,4]triazolo[4,3-a]quinoxaline